FC=1C=2N(C=C(C1)NC(=O)C1=CC=C(C3=CN(N=C13)C)N1CCC3(CCCN3C(=O)OC(C)(C)C)CC1)C=C(N2)C tert-butyl 8-[7-({8-fluoro-2-methylimidazo[1,2-a]pyridin-6-yl}carbamoyl)-2-methylindazol-4-yl]-1,8-diazaspiro[4.5]decane-1-carboxylate